C1(CC1)[C@@H](C)NC1=NN2C=NC(=C(C2=N1)O[C@@H](CF)C)C=1C=NNC1 |o1:16| N-((R)-1-cyclopropylethyl)-8-(((R*)-1-fluoropropan-2-yl)oxy)-7-(1H-pyrazol-4-yl)-[1,2,4]triazolo[1,5-c]pyrimidin-2-amine